C(C)N1N=C(C(=C1)C1=NC(=CC=C1C(C)=O)N1C=NC2=C1C=CC(=C2)NC=2N=NC(=CC2)C)C 1-[2-(1-ethyl-3-methyl-pyrazol-4-yl)-6-[5-[(6-methylpyridazin-3-yl)amino]benzimidazol-1-yl]-3-pyridyl]ethanone